ClC1=CC2=C(NCCN(C2)C(=O)N[C@H]2[C@H]3CC[C@@H](C2)N3C#N)C=C1 7-chloro-N-((1R,2R,4S)-7-cyano-7-azabicyclo[2.2.1]heptan-2-yl)-1,2,3,5-tetrahydro-4H-benzo[e][1,4]diazepine-4-carboxamide